4-amino-5-chloro-2-ethoxy-N-{[4-(4-fluorobenzyl)-2-morpholinyl]methyl}benzamide citrate C(CC(O)(C(=O)O)CC(=O)O)(=O)O.NC1=CC(=C(C(=O)NCC2CN(CCO2)CC2=CC=C(C=C2)F)C=C1Cl)OCC